BrC1=CC=C(C=C1)OCCC1CCCCC1 1-bromo-4-(2-cyclohexylethoxy)benzene